[11C]methyliodide [11CH3]I